FC1=C(C(=CC(=C1F)F)F)O 2,3,4,6-tetrafluorophenol